2-Ethyl-Caproic Acid C(C)C(C(=O)O)CCCC